2-(4-fluorophenyl)-5-(4-nitrophenyl)Oxazole-4-carboxylic acid ethyl ester C(C)OC(=O)C=1N=C(OC1C1=CC=C(C=C1)[N+](=O)[O-])C1=CC=C(C=C1)F